BrC1=CC2=C(C(B(O2)O)C(C)C)C=C1 6-bromo-2-hydroxy-3-isopropyl-1,2-benzoxaborole